C(C)N=C=NCCCN(C)C 1-ethyl-3-(dimethylaminopropyl)carbodiimide